C(C)C1N(C(C(=C1)O)=O)[C@H](COC)C ethyl-4-hydroxy-1-[(2S)-1-methoxypropan-2-yl]-5-oxo-2,5-dihydro-1H-pyrrole